OCC[C@@H](CC(=C)C)C=1C=C2C=C(NC2=CC1)C(=O)N(C1=CC=CC=C1)C (R)-5-(1-hydroxy-5-methylhex-5-en-3-yl)-N-methyl-N-phenyl-1H-indole-2-carboxamide